ClC=1C=NC(=NC1)N[C@H]1CN(CC1)C(=O)C1=CC=C(C=C1)NS(=O)(=O)C=C (R)-N-(4-(3-((5-chloropyrimidin-2-yl)amino)pyrrolidine-1-carbonyl)phenyl)ethenesulfonamide